methyl 5-(5-(tert-butoxycarbonyl)-2-fluorophenyl)-2-(2-((tetrahydro-2H-pyran-2-yl)oxy)ethoxy)nicotinate C(C)(C)(C)OC(=O)C=1C=CC(=C(C1)C=1C=NC(=C(C(=O)OC)C1)OCCOC1OCCCC1)F